3-methyl-2,3-dihydro-1,3-benzoxazol CN1COC2=C1C=CC=C2